4-chloro-2-((2-chloro-4-nitrophenyl)carbamoyl)phenyl 4-methylpiperazine-1-carboxylate CN1CCN(CC1)C(=O)OC1=C(C=C(C=C1)Cl)C(NC1=C(C=C(C=C1)[N+](=O)[O-])Cl)=O